tert-butyl-(2S,4R)-4-(2,3-dichloro-6-methoxyphenyl)-2-formylpyrrolidine C(C)(C)(C)N1[C@@H](C[C@@H](C1)C1=C(C(=CC=C1OC)Cl)Cl)C=O